C1(OCCCCO1)=O trans-butylene carbonate